2-((4-(4-(dimethylamino)piperidin-1-yl)phenyl)amino)-5-ethynyl-8-phenylpyrido[2,3-d]pyrimidin-7(8H)-one CN(C1CCN(CC1)C1=CC=C(C=C1)NC=1N=CC2=C(N1)N(C(C=C2C#C)=O)C2=CC=CC=C2)C